FC(C(=O)O)(F)F.ClC1=C(C=CC=C1[C@]1(NC(N(C(C1)=O)[C@H]1C[C@H](OCC1)C)=N)C)NC(=O)C=1C=NC2=CC=NC=C2C1 |o1:21,23| N-(2-Chloro-3-{(4S)-2-imino-4-methyl-1-[(2R*,4R*)-2-methyl-tetrahydropyran-4-yl]-6-oxo-hexahydropyrimidin-4-yl}phenyl)-1,6-naphthyridine-3-carboxamide trifluoroacetic acid salt